CC1=C(C(=C(C(=C1C)[N+](=O)[O-])C)C)C1=CC(=CC(=C1)C1=C(C(=C(C(=C1C)C)[N+](=O)[O-])C)C)C1=C(C(=C(C(=C1C)C)[N+](=O)[O-])C)C 1,3,5-tris(2,3,5,6-tetramethyl-4-nitrophenyl)benzene